CC1=C(C(=C(C(=C1C)C)C)C)C1=C(C(=CC=C1)C1=C(C(=C(C(=C1C)C)C)C)C)P1CCC2(OCCO2)CC1 1,4-dioxa-8-[2,6-bis(2,3,4,5,6-pentamethylphenyl)phenyl]-8-phosphaspiro[4.5]decane